1-(4-(2,3-Dimethylphenyl)piperidin-1-yl)-2-(3-(4-(2-hydroxyacetyl)piperazin-1-carbonyl)-5,6-dihydrocyclopenta[c]pyrazol-1(4H)-yl)ethanon CC1=C(C=CC=C1C)C1CCN(CC1)C(CN1N=C(C2=C1CCC2)C(=O)N2CCN(CC2)C(CO)=O)=O